4-chloro-1-(2-chloro-3-fluorobenzyl)-1H-pyrazolo[3,4-d]pyrimidine ClC1=C2C(=NC=N1)N(N=C2)CC2=C(C(=CC=C2)F)Cl